COC1=C(C=CC=C1)S(=O)(=O)NC1=NOC2=C1C(=CC(=C2)CN2C[C@H]1CN(C[C@H]1C2)C(C#C)=O)OC 2-methoxy-N-(4-methoxy-6-(((3aR,6aS)-5-propioloylhexahydropyrrolo[3,4-c]pyrrol-2(1H)-yl)methyl)benzo[d]isoxazol-3-yl)benzenesulfonamide